CC1=CC=C(C=C1)S(=O)(=O)OC[C@@H]1NC(CC1)=O (R)-(5-oxopyrrolidin-2-yl)methyl 4-methylbenzenesulfonate